C(C)(C)C1NCC2=CC=CC=C12 1-isopropyl-isoindoline